(S)-2-((2-(4-cyanophenyl)-3,3,3-trifluoro-propyl)amino)-N-(5-(1-methyl-1H-pyrazol-4-yl)-pyridin-2-yl)-2-phenylacetamide C(#N)C1=CC=C(C=C1)C(CN[C@H](C(=O)NC1=NC=C(C=C1)C=1C=NN(C1)C)C1=CC=CC=C1)C(F)(F)F